4-(3-amino-1H-pyrazol-5-yl)-N-(cyclobutylmethyl)benzamide NC1=NNC(=C1)C1=CC=C(C(=O)NCC2CCC2)C=C1